N-(3-(4-(4-aminoquinazolin-8-yl)-1H-pyrazol-1-yl)-4-methylphenyl)-3-(trifluoromethyl)pyrrolidine-1-carboxamide NC1=NC=NC2=C(C=CC=C12)C=1C=NN(C1)C=1C=C(C=CC1C)NC(=O)N1CC(CC1)C(F)(F)F